5-(tert-butoxy)-5-oxo-4-(4,7,10-tri(2-(tert-butoxy)-2-oxoethyl)-1,4,7,10-tetraazacyclododec-1-yl)pentanoic acid C(C)(C)(C)OC(C(CCC(=O)O)N1CCN(CCN(CCN(CC1)CC(OC(C)(C)C)=O)CC(OC(C)(C)C)=O)CC(=O)OC(C)(C)C)=O